1-acetyl-6-methoxy-3,8-dimethylquinolin-2(1H)-one C(C)(=O)N1C(C(=CC2=CC(=CC(=C12)C)OC)C)=O